4-(8-(3-(5-oxo-5,6-dihydro-1,6-naphthyridin-7-yl)propionyl)-3,8-diazabicyclo[3.2.1]octan-3-yl)benzonitrile O=C1C=2C=CC=NC2C=C(N1)CCC(=O)N1C2CN(CC1CC2)C2=CC=C(C#N)C=C2